N(=[N+]=[N-])CC1=[N+](C(=CC=C1)C(C)(C)O)[O-] 2-(azidomethyl)-6-(2-hydroxypropan-2-yl)pyridine-1-oxide